ClC1=CC=C(C(=N1)N1CC(C(C(C1)C)O)C)F 1-(6-chloro-3-fluoropyridin-2-yl)-3,5-dimethylpiperidin-4-ol